OCC=1C=CC=2N(C(C=CN2)=O)C1 7-(hydroxymethyl)pyrido[1,2-a]pyrimidin-4-one